3,5-Xylyl propanoate C(CC)(=O)OC1=CC(=CC(=C1)C)C